OC[C@H](C1=CC=CC=C1)NC1=NC(=NC=C1C1=NC(=NO1)C1=CC=NC=C1)NC1=CC=C2C(=N1)C(N(C2=O)CCC)(C)C (S)-2-((4-((2-hydroxy-1-phenylethyl)amino)-5-(3-(pyridin-4-yl)-1,2,4-oxadiazol-5-yl)pyrimidin-2-yl)amino)-7,7-dimethyl-6-propyl-6,7-dihydro-5H-pyrrolo[3,4-b]pyridin-5-one